1-(2-((5-cyclopropyl-4-phenyl-4H-1,2,4-triazol-3-yl)sulfinyl)ethyl)-3-(2-methylcyclohexyl)urea C1(CC1)C=1N(C(=NN1)S(=O)CCNC(=O)NC1C(CCCC1)C)C1=CC=CC=C1